(hydroxymethyl)oxane-3,4-diol OCC1OCCC(C1O)O